(4-tert-butylphenyl)methyl mercaptan C(C)(C)(C)C1=CC=C(C=C1)CS